Cl.FC([C@H](CC)N)(F)F (S)-1,1,1-trifluorobutan-2-amine hydrochloride